FC(CC1CC(N(CC1)C(C(=O)N)CC)=O)(C)F 2-[4-(2,2-difluoropropyl)-2-oxo-1-piperidinyl]butanamide